CC=1C(=CSC1)NC(OC(C)(C)C)=O tert-butyl (4-methylthiophen-3-yl)carbamate